BrC1=C(C=C2C(=NC(=NC2=C1F)Cl)N(C)C)Cl 7-bromo-2,6-dichloro-8-fluoro-N,N-dimethyl-quinazolin-4-amine